(2R,3S,4S)-4-hydroxy-2-[(4-methoxyphenyl)methyl]pyrrolidin-3-yl (8S)-6-benzyl-2,6-diazaspiro[3.4]octane-8-carboxylate C(C1=CC=CC=C1)N1CC2(CNC2)[C@@H](C1)C(=O)O[C@H]1[C@H](NC[C@@H]1O)CC1=CC=C(C=C1)OC